3-(methylsulfonyloxymethyl)-7,8-dihydro-5H-1,6-naphthyridine-6-carboxylic acid tert-butyl ester C(C)(C)(C)OC(=O)N1CC=2C=C(C=NC2CC1)COS(=O)(=O)C